C1(CC1)[C@@H](C)NC(=O)C1=NNC(=C1)C=1C=C(C=CC1)C=1OC(=CN1)C(=O)N[C@H](C(=O)OC)C(C)C (S)-methyl 2-(2-(3-(3-(((R)-1-cyclopropylethyl) carbamoyl)-1H-pyrazol-5-yl) phenyl) oxazole-5-carboxamido)-3-methylbutyrate